(S)-5-(2-(2-methylazetidin-1-yl)-6,7-dihydro-5H-cyclopenta[d]pyrimidin-4-yl)benzo[d]isothiazol-3(2H)-one 1,1-dioxide C[C@@H]1N(CC1)C=1N=C(C2=C(N1)CCC2)C=2C=CC1=C(C(NS1(=O)=O)=O)C2